(2S,4R)-1-[(2S)-2-(4-cyclopropyltriazol-1-yl)-3,3-dimethyl-butanoyl]-4-hydroxy-N-[(1R,2R)-2-(2-methylpyrazol-3-yl)cyclopropyl]pyrrolidine-2-carboxamide C1(CC1)C=1N=NN(C1)[C@H](C(=O)N1[C@@H](C[C@H](C1)O)C(=O)N[C@H]1[C@@H](C1)C=1N(N=CC1)C)C(C)(C)C